(S)-4-(3-(3-cyanoazetidin-1-yl)-2-(4-((4-(morpholinomethyl)phenyl)ethynyl)phenyl)propyl)-6-oxo-1,6-dihydropyrimidin-5-yl methanesulfonate CS(=O)(=O)OC1=C(N=CNC1=O)C[C@H](CN1CC(C1)C#N)C1=CC=C(C=C1)C#CC1=CC=C(C=C1)CN1CCOCC1